[N+](=O)([O-])C=1C=NC=NC1 5-nitropyrimidine